C(C=C)OC1=C2CCC(C2=CC=C1)=O 4-(allyloxy)-2,3-dihydro-1H-inden-1-one